C(C)(C)(C)OC(=O)N1CCN(CC1)CCOCCC(=O)OCC.O[C@@H]1CCCC[C@@H]1O (1S,3R,4S)-3,4-Dihydroxycyclohexane tert-butyl-4-(2-(3-ethoxy-3-oxopropoxy)ethyl)piperazine-1-carboxylate